3-(morpholinomethyl)urea O1CCN(CC1)CNC(N)=O